N-(4-methoxy-2,6-dimethylphenyl)-2-oxo-propanamide COC1=CC(=C(C(=C1)C)NC(C(C)=O)=O)C